5-(1-acetyl-5-([1,1'-biphenyl]-4-yl)pyrazolidin-3-ylidene)-1,3-dimethylbarbituric acid C(C)(=O)N1NC(CC1C1=CC=C(C=C1)C1=CC=CC=C1)=C1C(N(C(N(C1=O)C)=O)C)=O